O=C1NC(CCC1C1=NN(C2=CC(=CC=C12)OCC(=O)NC1CCOCC1)C)=O 2-((3-(2,6-dioxopiperidin-3-yl)-1-methyl-1H-indazol-6-yl)oxy)-N-(tetrahydro-2H-pyran-4-yl)acetamide